7-(4,4,5,5-tetramethyl-1,3,2-dioxaborolan-2-yl)-9H-fluoren-2-amine CC1(OB(OC1(C)C)C1=CC=C2C=3C=CC(=CC3CC2=C1)N)C